C(C)(=O)N[C@@H]1[C@H](CC(C(O)=O)(O)O[C@H]1[C@H](OC(C)=O)[C@H](OC(C)=O)COC(C)=O)O 5-N-Acetyl-7,8,9-tri-O-acetyl-neuraminic acid